C(CCCCCCC)N1C(C=CC1=O)=O N-octylmaleimide